O=C[C@H](O)[C@H](O)[C@@H](O)[C@H](O)C(=O)N guluronamide